NC=1C=C(CCN2[C@@H](O[C@@H](C2=O)C)C=2C(=NN(C2)C2=CC=C(C=C2)Br)C2=CC=C(C=C2)F)C=CC1 (2S,5R)-3-(3-aminophenethyl)-2-(1-(4-bromophenyl)-3-(4-fluorophenyl)-1H-pyrazol-4-yl)-5-methyloxazolidin-4-one